5'-(4-(3,6-dimethyl-9H-carbazol-9-yl)phenyl)-[1,1':2',1''-terphenyl] CC=1C=CC=2N(C3=CC=C(C=C3C2C1)C)C1=CC=C(C=C1)C1=CC=C(C(=C1)C1=CC=CC=C1)C1=CC=CC=C1